2-oxo-1H-quinoline-4-carboxylic acid O=C1NC2=CC=CC=C2C(=C1)C(=O)O